CC1=C(C=C(OCC2(CC2)NC(OCCCC)=O)C=C1)C(NC1(CC1)C1=CC=CC2=CC=CC=C12)=O butyl (1-((4-methyl-3-((1-(naphthalen-1-yl)cyclopropyl) carbamoyl)phenoxy)methyl)cyclopropyl)carbamate